C1=NC2=C(N=C(N=C2N1[C@H]3[C@H]([C@@H]([C@H](O3)COP(=O)(O)O)O)O)F)N 2-fluoro-9-(5-O-phosphono-β-D-arabinofuranosyl)-9H-purin-6-amine